FC1=CC=C(C=C1)C1=C(C=2N(C(=N1)N)N=C(N2)C[C@@H]2COCC2)C=2C=CC=1N(C2)C(=CN1)C (S)-7-(4-fluorophenyl)-8-(3-methylimidazo[1,2-a]pyridin-6-yl)-2-((tetrahydrofuran-3-yl)methyl)-[1,2,4]triazolo[1,5-c]pyrimidin-5-amine